5-ethylsulfanyl-3-methyl-6-[3-methyl-6-(trifluoromethyl)imidazo[4,5-b]pyridin-2-yl]-2-oxo-benzimidazole-1-carbonitrile C(C)SC1=CC2=C(N(C(N2C)=O)C#N)C=C1C1=NC=2C(=NC=C(C2)C(F)(F)F)N1C